[4-[4-chloro-5-(2,2,2-trifluoroethyl)pyrimido[5,4-b]indol-8-yl]pyrazol-1-yl]-N,N-dimethyl-ethanamine ClC1=NC=NC2=C1N(C=1C=CC(=CC21)C=2C=NN(C2)C(C)N(C)C)CC(F)(F)F